ClC1=CC=C(CC=2NC(=NN2)C(=O)NC2=NC=CC(=C2)C2=C(C=CC(=C2)OCCCC(C)(C)O)C)C=C1 5-(4-chlorobenzyl)-N-(4-(5-((4-hydroxy-4-methylpentyl)oxy)-2-methylphenyl)pyridin-2-yl)-4H-1,2,4-triazole-3-carboxamide